8-((4-(difluoromethoxy)-2-fluorophenyl)amino)-2-(2-hydroxyethoxy)-5,7-dimethyl-3,4-dihydro-2,7-naphthyridine-1,6(2h,7h)-dione FC(OC1=CC(=C(C=C1)NC=1N(C(C(=C2CCN(C(C12)=O)OCCO)C)=O)C)F)F